1-((4-(Bromo-methyl)phenyl)sulfonyl)azetidin-3-ol BrCC1=CC=C(C=C1)S(=O)(=O)N1CC(C1)O